P(O)OPO.C(CCCCCCCCCCCCCCCCC)C(OC(C(CO)(CO)CO)CCCCCCCCCCCCCCCCCC)C(CO)(CO)CO distearyl-dipentaerythritol diphosphonite